C(C)(C)(C)OC(=O)N[C@H](C(=O)OC(C)(C)C)CCS(=O)(=N)CC1(OCCO1)C1CCCC1 (2S)-tert-butyl 2-((tert-butoxycarbonyl)amino)-4-(S-((2-cyclopentyl-1,3-dioxolan-2-yl)methyl) sulfonimidoyl)butanoate